N-(2-((4-hydroxyphenyl)amino)pyrid-3-yl)-4-methoxybenzenesulfonamide OC1=CC=C(C=C1)NC1=NC=CC=C1NS(=O)(=O)C1=CC=C(C=C1)OC